BrC=1C=C(C(=NC1O[C@@H](C)C1=CC(=CC(=C1)F)F)C)C(N(C)CC)=N {5-Bromo-6-[(1S)-1-(3,5-difluorophenyl)ethoxy]-2-methyl-pyridin-3-yl}-N-ethyl-N-methylimidoformamide